tert-butyl (S)-2-(4-(isopropylsulfonyl)piperazin-1-carbonyl)pyrrolidin-1-carboxylate Tert-butyl-(S)-2-(piperazin-1-carbonyl)pyrrolidin-1-carboxylate C(C)(C)(C)OC(=O)N1[C@@H](CCC1)C(=O)N1CCNCC1.C(C)(C)S(=O)(=O)N1CCN(CC1)C(=O)[C@H]1N(CCC1)C(=O)OC(C)(C)C